3-(2,5-dioxopyrrol-1-yl)propionic acid O=C1N(C(C=C1)=O)CCC(=O)O